N-oleoyl-sarcosine octadecyl-amine salt C(CCCCCCCCCCCCCCCCC)N.C(CCCCCCC\C=C/CCCCCCCC)(=O)N(C)CC(=O)O